4-amino-N-methyl-N-(1-(2-(1-methylpiperidin-4-yl)benzo[d]thiazol-5-yl)ethyl)pyrrolo[1,2-a]quinoxaline-8-carboxamide NC=1C=2N(C3=CC(=CC=C3N1)C(=O)N(C(C)C=1C=CC3=C(N=C(S3)C3CCN(CC3)C)C1)C)C=CC2